(S)-3-Amino-1-(4-fluorobenzyl)pyrrolidin-2-one N[C@@H]1C(N(CC1)CC1=CC=C(C=C1)F)=O